(4R)-amino-L-prolyl-amide NN1[C@@H](CCC1)C(=O)[NH-]